ClC1=C(CC(C(=O)O)CSC2=CC=CC=C2)C=CC=C1 2-(2-chlorobenzyl)-3-(phenylthio)propanoic acid